N1=CN=C2N1C=C(C=N2)CCO 2-([1,2,4]triazolo[1,5-a]pyrimidin-6-yl)ethan-1-ol